p-nitrot-butylbenzene [N+](=O)([O-])C1=CC=C(C=C1)C(C)(C)C